C(C)(C)(C)[C@]1(N(CCC[C@H](C1)OC1=NC(=CN=C1)Cl)C(=O)OC(C)(C)C1=CC=NC2=CC=C(C=C12)C1=NC(=NC=C1Cl)Cl)C 2-(6-(2,5-dichloropyrimidin-4-yl)quinolin-4-yl)propan-2-ol tert-butyl-(2S,4R)-4-((6-chloropyrazin-2-yl)oxy)-2-methylazepane-1-carboxylate